FC=1C(=C(C(=C2C(=C(C(=C(C12)F)[B-](C1=C(C2=C(C(=C(C(=C2C(=C1F)F)F)F)F)F)F)(C1=C(C2=C(C(=C(C(=C2C(=C1F)F)F)F)F)F)F)C1=C(C2=C(C(=C(C(=C2C(=C1F)F)F)F)F)F)F)F)F)F)F)F.C[NH+](C1=CC=CC=C1)C N,N-dimethylanilinium [tetrakis(heptafluoronaphth-2-yl)borate]